tert-butyl 4-(((3R,4R)-3-(4-(tert-butoxycarbonyl) phenyl)-1-(3,3-difluoropropyl) piperidin-4-yl) methyl)-5,7-dimethyl-1H-indole-1-carboxylate C(C)(C)(C)OC(=O)C1=CC=C(C=C1)[C@@H]1CN(CC[C@H]1CC1=C2C=CN(C2=C(C=C1C)C)C(=O)OC(C)(C)C)CCC(F)F